C1(=CC=CC=C1)C(C1=CC=CC=C1)=NC1=CN=CC2=CC=CC(=C12)C1=CC=C(C(=O)OC)C=C1 methyl 4-(4-((diphenylmethylene)amino)isoquinolin-5-yl)benzoate